FC1=C(C=C(C=C1)OC)S(=O)(=O)NC1=CC=C(C=C1)C1=NC(=C2C(=N1)NN=C2C)NCCN(C)CCO 2-fluoro-N-{4-[4-({2-[(2-hydroxyethyl)(methyl)amino]ethyl}amino)-3-methyl-1H-pyrazolo[3,4-d]pyrimidin-6-yl]phenyl}-5-methoxybenzenesulfonamide